[Sn].[Pb].[Mg] magnesium Lead-tin